(R)-N-((S)-1-(2,4-Difluorophenyl)ethyl)-2-(1,1-dioxido-3-oxo-3,4-dihydro-2H-benzo[e][1,2,4]thiadiazin-2-yl)-3-phenylpropanamide FC1=C(C=CC(=C1)F)[C@H](C)NC([C@@H](CC1=CC=CC=C1)N1S(C2=C(NC1=O)C=CC=C2)(=O)=O)=O